C[Si](C#CCN1CC2(C1)OCCN(C2)C(=O)OC(C)(C)C)(C)C tert-butyl 2-(3-trimethylsilylprop-2-ynyl)-5-oxa-2,8-diazaspiro[3.5]nonane-8-carboxylate